(S)-N-((4-(5-chloro-3-fluoropyridin-2-yl)-3,6-dioxo-1-(4-(trifluoro-methyl)benzyl)piperazin-2-yl)methyl)acetamide ClC=1C=C(C(=NC1)N1C([C@@H](N(C(C1)=O)CC1=CC=C(C=C1)C(F)(F)F)CNC(C)=O)=O)F